C(C#N)[C@H](CCl)O (R)-(+)-4-chloro-3-hydroxybutyronitrile